phenyl (5-bromo-3-fluoropyridin-2-yl)carbamate BrC=1C=C(C(=NC1)NC(OC1=CC=CC=C1)=O)F